[Cl-].[Cl-].[Cl-].[Cl-].[Pu+4] plutonium tetrachloride